(1R,3r)-3-(3-(6-(1-methyl-1H-pyrazol-4-yl)pyrrolo[1,2-b]pyridazin-4-yl)-3,8-diazabicyclo[3.2.1]oct-8-yl)cyclobutan-1-carbonitrile CN1N=CC(=C1)C=1C=C2N(N=CC=C2N2C[C@H]3CCC(C2)N3C3CC(C3)C#N)C1